(3-((3S,4S)-4-amino-3-methyl-2-oxa-8-azaspiro[4.5]decan-8-yl)-6-(3-chloro-2-(2-(hydroxymethyl)pyrrolidin-1-yl)pyridin-4-ylsulfanyl)-5-methylpyrazin-2-yl)methanol N[C@@H]1[C@@H](OCC12CCN(CC2)C=2C(=NC(=C(N2)C)SC2=C(C(=NC=C2)N2C(CCC2)CO)Cl)CO)C